C1(CCCCC1)PC1(C(=CC=CC1)C1=C(C=CC=C1OC)OC)PC1CCCCC1 2,2-dicyclohexylphosphino-2',6'-dimethoxybiphenyl